FC=1C(=CC2=C(NC(=N2)OC=2C=CC(=C(C2)N2N=NN(C2=O)C)C)C1)C1=CC=C(C=C1)C1=C(C=CC=C1)O 1-(5-((6-fluoro-5-(2'-hydroxy-[1,1'-biphenyl]-4-yl)-1H-benzo[d]imidazol-2-yl)oxy)-2-methylphenyl)-4-methyl-1,4-dihydro-5H-tetrazol-5-one